(2S)-2-{[(1S,3aR,6aS)-2-(6-chloro-4-cyclopropoxy-1H-indole-2-carbonyl)-hexahydro-1H-cyclopenta[c]pyrrol-1-yl]formamido}-3-[(3S)-2-oxopyrrolidin-3-yl]propanamide ClC1=CC(=C2C=C(NC2=C1)C(=O)N1[C@@H]([C@@H]2[C@H](C1)CCC2)C(=O)N[C@H](C(=O)N)C[C@H]2C(NCC2)=O)OC2CC2